CN1C(C2=C(C=C1)C(=CN2S(=O)(=O)C2=CC=C(C)C=C2)C2=CC=C(C=C2)CN2CCC1(COC1)CC2)=O 6-Methyl-3-(4-(2-oxa-7-azaspiro[3.5]non-7-ylmethyl)phenyl)-1-tosyl-1H-pyrrolo[2,3-c]pyridin-7(6H)-one